N2,7-dimethylguanosine CNC=1NC(C=2[N+](=CN([C@H]3[C@H](O)[C@H](O)[C@@H](CO)O3)C2N1)C)=O